1-(t-butoxycarbonyl)-piperazine-3-(R)-carboxylic acid C(C)(C)(C)OC(=O)N1C[C@@H](NCC1)C(=O)O